racemic-9-methoxy-9-methyl-2-(1H-pyrazol-4-yl)-6,7,8,9-tetrahydrothieno[2,3-c]quinolin-4(5H)-one CO[C@]1(C=2C3=C(C(NC2CCC1)=O)SC(=C3)C=3C=NNC3)C |r|